1-(4-propylphenyl)cyclohexane-1,4-diamine C(CC)C1=CC=C(C=C1)C1(CCC(CC1)N)N